N1N=NC=C1C1[C@H]2CN(C[C@@H]12)C(\C=C\C=1C=NC(=NC1)NCCC1=CC=C(C=C1)Cl)=O (E)-1-((1R,5S,6r)-6-(1H-1,2,3-triazol-5-yl)-3-azabicyclo[3.1.0]hexan-3-yl)-3-(2-((4-chlorophenethyl)amino)pyrimidin-5-yl)prop-2-en-1-one